C1CCC2C3CCC(C12)C3 octahydro-4,7-methano-5H-inden